ClC(C(C)Cl)[Si](OC)(OC)OC 1,2-dichloropropyl-trimethoxysilane